C(C)(CC)SC1=C(N=C(S1)N1N=C(C(=C1C(=O)O)C1=CC(=NC(=C1)C)C)C)C1=CC(=C(C=C1)Cl)Cl 1-(5-(sec-butylthio)-4-(3,4-dichlorophenyl)thiazol-2-yl)-4-(2,6-dimethylpyridin-4-yl)-3-methyl-1H-pyrazole-5-carboxylic acid